5-methyl-5-hexyl-2(3H)furanone CC1(CCC(O1)=O)CCCCCC